tert-butyl 4-(di(quinolin-6-yl)methyl)piperazine-1-carboxylate N1=CC=CC2=CC(=CC=C12)C(N1CCN(CC1)C(=O)OC(C)(C)C)C=1C=C2C=CC=NC2=CC1